pelargolactone C1(CCCCCCCCO1)=O